4-(4-cyano-2-(methoxycarbonyl)phenyl)isoindoline-2-carboxylic acid tert-butyl ester C(C)(C)(C)OC(=O)N1CC2=CC=CC(=C2C1)C1=C(C=C(C=C1)C#N)C(=O)OC